N1(CCC[C@H]2CCCC[C@H]12)C([C@@H](CNCC(F)F)N(CC1=C(C=C(C=C1)OC)OC)C1CC1)=O (2R)-1-[(4aR,8aS)-3,4,4a,5,6,7,8,8a-Octahydro-2H-quinolin-1-yl]-2-[cyclopropyl-[(2,4-dimethoxyphenyl)methyl]amino]-3-(2,2-difluoroethylamino)propan-1-one